benzyl 5-(N-((5-cyclohexylpyridin-2-yl)methyl)-2,2,2-trifluoroacetamido)picolinate C1(CCCCC1)C=1C=CC(=NC1)CN(C(C(F)(F)F)=O)C=1C=CC(=NC1)C(=O)OCC1=CC=CC=C1